Ethyl-5-bromo-6-(tert-butyl)-4-oxo-1,4-dihydropyridine C(C)N1C=CC(C(=C1C(C)(C)C)Br)=O